COC1CN(C1)C1=CC(=NC(=N1)C=1C=NN(C1)C)NC1=NC=CC(=C1)OC(F)(F)F 6-(3-Methoxyazetidin-1-yl)-2-(1-methyl-1H-pyrazol-4-yl)-N-(4-(trifluoromethoxy)pyridin-2-yl)pyrimidin-4-amine